1-(3-methylenecyclobutyl-1-d)ethan-2,2,2-d3-1-ol C=C1CC(C1)([2H])C(C([2H])([2H])[2H])O